4-(2-((tetrahydro-2H-pyran-2-yl)oxy)ethyl)-7-((4-(4-(trifluoromethyl)piperidin-1-yl)phenyl)amino)-2H-benzo[b][1,4]oxazin-3(4H)-one O1C(CCCC1)OCCN1C2=C(OCC1=O)C=C(C=C2)NC2=CC=C(C=C2)N2CCC(CC2)C(F)(F)F